1-{[2'-(4,5-Dimethyl-1H-imidazol-2-yl)-3,4'-bipyridin-5-yl]carbonyl}-3-methylpyrrolidin CC=1N=C(NC1C)C1=NC=CC(=C1)C=1C=NC=C(C1)C(=O)N1CC(CC1)C